NCC=1C=C2C(=NC1)CN(C2)C(=O)OC(C)(C)C tert-butyl 3-(aminomethyl)-5,7-dihydro-6H-pyrrolo[3,4-b]pyridine-6-carboxylate